FC1=C(C=C(C=C1)C1=NC=CC=C1C1=CC=2N(C=C1)N=CC2C(=O)NCCCO)C 5-(2-(4-Fluoro-3-methylphenyl)pyridin-3-yl)-N-(3-hydroxypropyl)pyrazolo[1,5-a]pyridine-3-carboxamide